ClC1=C(C=C(C=C1)F)C1(NC(C2=C3C(=CC(=C12)NC(=O)C1=CC(=CC(=C1)F)C(F)(F)F)N(C(=N3)C(=O)N)CC3=C(C=C(C=C3)OC)OC)=O)O 6-(2-chloro-5-fluorophenyl)-3-[(2,4-dimethoxyphenyl)methyl]-5-({[5-fluoro-3-(trifluoromethyl)phenyl]carbonyl}amino)-6-hydroxy-8-oxo-7,8-dihydro-6H-imidazo[4,5-e]isoindole-2-carboxamide